[Ru].CC1=NC=CC(C1)=C=O methyl-4-carbonyl-pyridine ruthenium